(E)-(3-(p-tolyl)acryloyl)-D-alanine methyl ester COC([C@H](NC(\C=C\C1=CC=C(C=C1)C)=O)C)=O